tert-butyl (S)-3-fluoro-3-(4-fluorophenyl)-5-methoxy-2-oxoindoline-1-carboxylate F[C@@]1(C(N(C2=CC=C(C=C12)OC)C(=O)OC(C)(C)C)=O)C1=CC=C(C=C1)F